C(C)(C)C1=C(NC2=CC=C(C=C12)C=1OC(=NN1)CCN1CCCCC1)C1=CC(=NC=C1)C 2-(3-isopropyl-2-(2-methylpyridin-4-yl)-1H-indol-5-yl)-5-(2-(piperidin-1-yl)ethyl)-1,3,4-oxadiazole